COC1=CC=C2C=C(NC2=C1)C1=NC(=CC=C1)N1CCN(CCC1)C1CCN(CC1)C(C)C 6-Methoxy-2-(6-{4-[1-(propan-2-yl)piperidin-4-yl]-1,4-diazepan-1-yl}pyridine-2-yl)-1H-indole